(7-(((S)-1-(1H-imidazol-1-yl)propan-2-yl)oxy)-1-(cyclopropylmethyl)-1H-indol-2-yl)-7-((S)-2-amino-3-fluoropropyl)-3-methyl-3,5,6,7-tetrahydro-8H-imidazo[4,5-b][1,6]naphthyridin-8-one N1(C=NC=C1)C[C@H](C)OC=1C=CC=C2C=C(N(C12)CC1CC1)C1=NC=2C(=NC=3CCN(C(C3C2)=O)C[C@@H](CF)N)N1C